4-(2-chloro-4-fluoro-phenyl)-5-[4-[(3S)-1-(3-fluoropropyl)pyrrolidin-3-yl]oxyphenyl]-2,3-dihydro-1-benzothiepin-8-ol ClC1=C(C=CC(=C1)F)C=1CCSC2=C(C1C1=CC=C(C=C1)O[C@@H]1CN(CC1)CCCF)C=CC(=C2)O